methyl 3-(4-piperidyloxy)propionate N1CCC(CC1)OCCC(=O)OC